O1CCN(CC1)C=1C2=C(N=C(N1)N/N=C/C=1C=C(C=CC1)C)C=C(S2)C(=O)N2CCCCC2 [4-morpholino-2-[(2E)-2-(m-tolylmethylene)hydrazino]thieno[3,2-d]pyrimidin-6-yl]-(1-piperidyl)methanone